2-[9-(Pyridin-2-yl)-6-oxaspiro[4.5]decan-9-yl]acetonitrile N1=C(C=CC=C1)C1(CCOC2(CCCC2)C1)CC#N